C1(CC1)C1=NN(C(=C1)C(F)(F)F)CC(=O)N1[C@H](CCC1)C1=C(C(=CC=C1)OC([2H])([2H])[2H])C 2-[3-Cyclopropyl-5-(trifluoromethyl)pyrazol-1-yl]-1-[(2R)-2-[2-methyl-3-(trideuteriomethoxy)phenyl]pyrrolidin-1-yl]ethanone